2-[(9S)-7-[4-(4-formyl-1-piperidyl)phenyl]-4,5,13-trimethyl-3-thia-1,8,11,12-tetrazatricyclo[8.3.0.02,6]trideca-2(6),4,7,10,12-pentaen-9-yl]acetic acid C(=O)C1CCN(CC1)C1=CC=C(C=C1)C=1C=2C(=C(SC2N2C(=NN=C2[C@@H](N1)CC(=O)O)C)C)C